4-(4-(dimethylamino)-1-(4-fluorophenyl)-1-hydroxybutyl)-3-(hydroxymethyl)benzonitrile CN(CCCC(O)(C1=CC=C(C=C1)F)C1=C(C=C(C#N)C=C1)CO)C